OC(C)C12CN(CC(CC1)N2C(=O)OC(C)(C)C)C(=O)OCC2=CC=CC=C2 O3-benzyl O8-tert-butyl 1-(1-hydroxyethyl)-3,8-diazabicyclo[3.2.1]octane-3,8-dicarboxylate